CCCCCCCCCCCCCCC(=O)OC(CC(=O)[O-])C[N+](C)(C)C The molecule is an O-acylcarnitine in which the acyl group is specified as pentadecanoyl. It has a role as a rat metabolite. It derives from a pentadecanoic acid.